C1=CC=CC=2C3=CC=CC=C3C(C12)COC(=O)NCC(=O)N[C@H](C(=O)O)C(C)C (2S)-2-[[2-(9H-fluorene-9-ylmethoxycarbonylamino)acetyl]amino]-3-methylbutanoic acid